C[C@@H]1N(CC[C@H]2[C@@H](CCC[C@H]12)[C@@H](C(F)(F)F)O)C(CC1=C(C(=NC=C1Cl)C(C)O)Cl)=O 1-[(1S,4aR,5R,8aS)-1-methyl-5-[(1S)-2,2,2-trifluoro-1-hydroxy-ethyl]-3,4,4a,5,6,7,8,8a-octahydro-1H-isoquinolin-2-yl]-2-[3,5-dichloro-2-(1-hydroxyethyl)-4-pyridyl]ethanone